CC(C(C)C)O 1,2-dimethylpropyl alcohol